4-(6-(chloromethyl)pyridin-2-yl)morpholine ClCC1=CC=CC(=N1)N1CCOCC1